C(#N)C1=C(C=C(C(=O)OC)C=C1)F methyl 4-cyano-3-fluoro-benzoate